(E)-2-(3-(2-cyano-2-(1-(methoxymethyl)-1H-benzo[d]imidazol-2-yl)vinyl)-2,5-dimethyl-1H-pyrrol-1-yl)-4,5-dimethylfuran-3-carbonitrile C(#N)\C(=C/C1=C(N(C(=C1)C)C=1OC(=C(C1C#N)C)C)C)\C1=NC2=C(N1COC)C=CC=C2